C(C)(C)(C)OC(=O)NC(=NC(=O)OC(C)(C)C)N1N=CC=C1 N,N'-di(tert-butoxycarbonyl)-1H-pyrazole-1-carboxamidine